(4-difluoromethoxy-3-{6-oxo-4-[6-(trifluoromethyl)pyridin-3-yl]-1,6-dihydropyrimidin-2-yl}benzyl)isobutyramide FC(OC1=C(C=C(CC(C(=O)N)(C)C)C=C1)C=1NC(C=C(N1)C=1C=NC(=CC1)C(F)(F)F)=O)F